FC(C1=CC(=NN1)C=O)(F)F 5-(TRIFLUOROMETHYL)-1H-PYRAZOLE-3-CARBALDEHYDE